NCC1=NNC(C2=CC=C(C=C12)C=1C=NN(C1\C=C(/C#N)\C1=CC(=CC(=C1)F)Cl)C)=O (Z)-3-(4-(4-(aminomethyl)-1-oxo-1,2-dihydro-phthalazin-6-yl)-1-methyl-1H-pyrazol-5-yl)-2-(3-chloro-5-fluorophenyl)acrylonitrile